trimethyl-(oxo)-λ6-sulfonium iodide [I-].C[SH2+](=O)(C)C